COC1=C(NCC#C)C=CC(=C1)C(F)(F)F 2-methoxy-N-(prop-2-yn-1-yl)-4-(trifluoromethyl)aniline